N1=CC(=CC=C1)OC1=CC=C(C=C1)NC1=NC=NC2=CC=C3C(=C12)OCCN3 10-((4-(pyridin-3-yloxy)phenyl)amino)-2,3-dihydro-4H-[1,4]oxazino[2,3-f]quinazolin